tert-butyl (R)-2-((tert-butoxycarbonyl)amino)-4-((2-hydroxybenzyl)(2-((3-methylbenzyl)oxy)benzyl)amino)-butanoate C(C)(C)(C)OC(=O)N[C@@H](C(=O)OC(C)(C)C)CCN(CC1=C(C=CC=C1)OCC1=CC(=CC=C1)C)CC1=C(C=CC=C1)O